[Na+].N(C1=CC=C(C=C1)C)C=1C=C2C=CC(=CC2=CC1)S(=O)(=O)[O-] 6-(p-toluidinyl)-2-naphthalenesulfonic acid sodium salt